CN1N=CC(=C1)C=1C=CC=2N(C1)N=CC2N2CCN(CC2)C(O[C@H](C)C2=CC=C(C=C2)C)=S (R)-O-(1-(p-tolyl)ethyl) 4-(6-(1-methyl-1H-pyrazol-4-yl)pyrazolo[1,5-a]pyridin-3-yl)piperazine-1-carbothioate